meta-mercaptophenol SC=1C=C(C=CC1)O